5-(8-((1R,2R)-2-(4-chlorophenyl)cyclopropyl)imidazo[1,2-b]pyridazin-6-yl)pyrimidine-2,4(1H,3H)-dione ClC1=CC=C(C=C1)[C@H]1[C@@H](C1)C=1C=2N(N=C(C1)C=1C(NC(NC1)=O)=O)C=CN2